C(#N)[C@@H](C[C@H]1C(NCC1)=O)NC(=O)[C@H]1N(C[C@H]2[C@@H]1CCC2(F)F)C(=O)C2(C1=CC=CC=C1C=1C=CC=CC21)O (1S,3aR,6aS)-N-((R)-1-cyano-2-((S)-2-oxopyrrolidin-3-yl)ethyl)-4,4-difluoro-2-(9-hydroxy-9H-fluorene-9-carbonyl)octahydrocyclopenta[c]pyrrole-1-carboxamide